BrC=1N=C(C(=NC1)OC1CC(N(C1)C(=O)OC(C)(C)C)(C)C)C tert-butyl 4-[(5-bromo-3-methylpyrazin-2-yl)oxy]-2,2-dimethylpyrrolidine-1-carboxylate